BrN1C(N(C1=O)Br)=O 1,3-dibromo-1,3-diazacyclobutane-2,4-dione